CC=1C(C2=CC(=CC=C2C1)C)=O 2,6-dimethylindenone